C(C)C=1C=C2C=CC=NC2=C(C1)C(=O)[O-] 6-ethylquinoline-8-carboxylate